OCC1CN(CCC1)C1=NC(=NC(=C1)NCC1=CC(=C(C(=C1)OC)OC)OC)NC=1SC(=C(N1)C)C(=O)OCC 2-[[4-[3-(Hydroxymethyl)-1-piperidinyl]-6-[[(3,4,5-trimethoxyphenyl)methyl]amino]-2-pyrimidinyl]amino]-4-methyl-5-thiazolecarboxylic acid, ethyl ester